1-cyclobutyl-4-((3-(2-fluorophenyl)isoxazol-5-yl)methyl)-1,4-dihydropyrazine-2,3-dione C1(CCC1)N1C(C(N(C=C1)CC1=CC(=NO1)C1=C(C=CC=C1)F)=O)=O